Ceriophenanthrene [Ce]C1=CC=CC=2C3=CC=CC=C3C=CC12